COC1=C(CNC=2N=C(C3=C(N2)C=C(C=N3)B(O)O)NC(COC)(CCCC)C)C=CC(=C1)OC (2-((2,4-dimethoxybenzyl)amino)-4-((1-methoxy-2-methylhexan-2-yl)amino)pyrido[3,2-d]pyrimidin-7-yl)boronic acid